C(C1=CC=CC=C1)=NC Benzylidenemethylamine